2-(4-((3-Fluoropiperidin-1-yl)methyl)-6-(trifluoromethyl)pyridin-2-yl)-6-(3-((4-methyl-4H-1,2,4-triazol-3-yl)methyl)oxetan-3-yl)isoindolin-1-one FC1CN(CCC1)CC1=CC(=NC(=C1)C(F)(F)F)N1C(C2=CC(=CC=C2C1)C1(COC1)CC1=NN=CN1C)=O